ClC=1C=CC(=C(C1)N1CC(CCC1)N1N=CC(=C1C(F)F)C(=O)[O-])C=1C=NC(=CC1)N1CCN(CC1)CCC 1-(1-{5-chloro-2-[6-(4-propylpiperazin-1-yl) pyridin-3-yl] phenyl} piperidin-3-yl)-5-(difluoromethyl)-1H-pyrazole-4-carboxylate